N-((6-(3-cyanophenoxy)pyridin-3-yl)methyl)-1-methyl-2-oxo-2,3-dihydro-1H-benzimidazole-5-carboxamide C(#N)C=1C=C(OC2=CC=C(C=N2)CNC(=O)C2=CC3=C(N(C(N3)=O)C)C=C2)C=CC1